(1S,3S)-3-((6-(5-((isopropoxy-carbonyl)amino)-1-methyl-1H-1,2,3-triazol-4-yl)pyridin-3-yl)oxy)cyclohexane-1-carboxylic acid C(C)(C)OC(=O)NC1=C(N=NN1C)C1=CC=C(C=N1)O[C@@H]1C[C@H](CCC1)C(=O)O